C(C)(C)(C)C(C(=O)OCC=1C=NC(=CC1)C1=NC(=NO1)C)N1CCC(CC1)C1=CC=C(C=C1)N(C)C1C(NC(CC1)=O)=O (6-(3-methyl-1,2,4-oxadiazol-5-yl)pyridin-3-yl)methanol tert-butyl-2-[4-[4-[(2,6-dioxo-3-piperidyl)-methyl-amino]phenyl]-1-piperidyl]acetate